C(CC(=O)C)(=O)[O-].C(CC(=O)C)(=O)[O-].[Al+2] Aluminum diacetoacetate